tert-butyl 4-hydroxy-4-(pyridin-2-ylmethyl)piperidine-1-carboxylate OC1(CCN(CC1)C(=O)OC(C)(C)C)CC1=NC=CC=C1